N,N-dimethyl-N-tetradecyl-benzenemethanaminium C[N+](CC1=CC=CC=C1)(CCCCCCCCCCCCCC)C